6-hydroxy-1,2,3,4-tetrahydronaphthalene-1-carboxylic acid methyl ester COC(=O)C1CCCC2=CC(=CC=C12)O